N5,N6-di-m-tolyl-[1,2,5]oxadiazolo[3,4-b]pyrazine-5,6-diamine C1(=CC(=CC=C1)NC1=NC=2C(N=C1NC=1C=C(C=CC1)C)=NON2)C